N-Phenyl-5-(3-(piperidin-4-yloxy)phenyl)thiophene-2-carboxamide C1(=CC=CC=C1)NC(=O)C=1SC(=CC1)C1=CC(=CC=C1)OC1CCNCC1